N,N,2-trimethylnaphthalen-1-amine CN(C1=C(C=CC2=CC=CC=C12)C)C